8-((S)-4-(adamantan-1-yl)-1-p-tolyl-4,5-dihydro-1H-imidazol-2-yl)quinoline C12(CC3CC(CC(C1)C3)C2)[C@@H]2N=C(N(C2)C2=CC=C(C=C2)C)C=2C=CC=C3C=CC=NC23